methyl-(1S,4R)-4-(2-(((2S,4R)-4-hydroxypyrrolidine-2-carboxamido)methyl)-5-(4-methylthiazol-5-yl)phenoxy)cyclohexane CC1CCC(CC1)OC1=C(C=CC(=C1)C1=C(N=CS1)C)CNC(=O)[C@H]1NC[C@@H](C1)O